C(#N)C1=CC(=CC2=CN(N=C12)C)NC(=O)C=1C=CC(=C2C1N=C(S2)OC)N2C[C@@H](N[C@H](C2)C)C N-(7-cyano-2-methyl-indazol-5-yl)-7-[(3S,5S)-3,5-dimethylpiperazin-1-yl]-2-methoxy-1,3-benzothiazole-4-carboxamide